(2S)-2-(4,4-difluoro-3-(5-((methylamino)methyl)-6-oxo-1,6-dihydropyridin-3-yl)piperidin-1-yl)-N-((R)-5-(3,5-difluorophenyl)-6,7-dihydro-5H-pyrrolo[1,2-a]imidazol-2-yl)propanamide FC1(C(CN(CC1)[C@H](C(=O)NC=1N=C2N(C1)[C@H](CC2)C2=CC(=CC(=C2)F)F)C)C2=CNC(C(=C2)CNC)=O)F